CN1C=NC(=C1)C(=O)ON=CC1=CC=C(C=C1)N(CC)CC 4-(Diethylamino)benzaldehyde-O-(1-methyl-1H-imidazole-4-carbonyl) oxime